C(C)(C)(C)C=1SC(=CN1)C(=O)NC1CCCC2=CC(=CC=C12)C1=NC=NC(=C1)NC1=NN2C(CN(CC2)C)=C1 2-(tert-butyl)-N-(6-(6-((5-methyl-4,5,6,7-tetrahydropyrazolo[1,5-a]pyrazin-2-yl)amino)pyrimidin-4-yl)-1,2,3,4-tetrahydronaphthalen-1-yl)thiazole-5-carboxamide